1-(((1-cyanocyclopropyl)carbamoyl)cyclohexyl)-9H-carbazole-2-carboxamide trifluoroacetate FC(C(=O)O)(F)F.C(#N)C1(CC1)NC(=O)C1(CCCCC1)C1=C(C=CC=2C3=CC=CC=C3NC12)C(=O)N